p-menthane-3,9-diol C1(CC(C(CC1)C(CO)C)O)C